cyclopropyl 6-(5-((4-fluorophenyl)carbamoyl)spiro[2.3]hexan-5-yl)-3,4-dihydro-1,5-naphthyridine-1(2H)-carboxylate FC1=CC=C(C=C1)NC(=O)C1(CC2(CC2)C1)C=1N=C2CCCN(C2=CC1)C(=O)OC1CC1